2-amino-1-(3,3-difluorocyclobutyl)ethanone hydrochloride Ethyl-5-(3,3-difluorocyclobutyl)-1,3-oxazole-4-carboxylate C(C)OC(=O)C=1N=COC1C1CC(C1)(F)F.Cl.NCC(=O)C1CC(C1)(F)F